COC1=CC=C(C=C1)[C@@H]1C[C@@](CC1)(C(=O)O)CCC cis-3-(4-methoxyphenyl)-1-propylcyclopentane-1-carboxylic acid